FC1=CC=C(COC=2C=C(OCC(CNCCO)O)C=CC2)C=C1 1-(3-((4-fluorobenzyl)oxy)phenoxy)-3-((2-hydroxyethyl)amino)propan-2-ol